COC=1C=C(C=CC1)C=1C(=C2N(N1)CCC2)C=2C=C1C=NNC1=CC2 5-(2-(3-Methoxyphenyl)-5,6-dihydro-4H-pyrrolo[1,2-b]pyrazol-3-yl)-1H-indazole